S(=O)(=O)(O)O.O1C(CC=C1)=O furanone sulfate